5-cyclohexyl-1,3-thiazole-4-carboxylic acid C1(CCCCC1)C1=C(N=CS1)C(=O)O